(R)-N-(4-cyanobenzyl)-6-((1-((1-(3-methoxypyrrolidin-1-yl)-2-methylpropan-2-yl)sulfonyl)cyclopropyl)methyl)-1-methyl-7-oxo-4,5,6,7-tetrahydro-1H-pyrazolo[3,4-c]pyridine-3-carboxamide C(#N)C1=CC=C(CNC(=O)C2=NN(C=3C(N(CCC32)CC3(CC3)S(=O)(=O)C(CN3C[C@@H](CC3)OC)(C)C)=O)C)C=C1